6-Thiouric acid N1C(=O)NC=2NC(=O)NC2C1=S